C1(CC1)C(C(=O)O)C1=CC=C(C=C1)C1(COCC1)NC(=O)C=1N(C2=CC=C(C(=C2C1)Cl)Cl)C (±)-2-Cyclopropyl-2-(4-(3-(4,5-dichloro-1-methyl-1H-indole-2-carboxamido)tetrahydrofuran-3-yl)phenyl)acetic acid